4-(1-amino-5-(1-(but-2-ynoyl)pyrrolidin-2-yl)pyrrolo[1,2-c]pyrimidin-7-yl)-N-(4-(trifluoromethyl)pyridin-2-yl)benzamide NC1=NC=CC=2N1C(=CC2C2N(CCC2)C(C#CC)=O)C2=CC=C(C(=O)NC1=NC=CC(=C1)C(F)(F)F)C=C2